acrylamide trifluoroacetate salt FC(C(=O)O)(F)F.C(C=C)(=O)N